(1aS,7bR)-5-[2-((Z)-3-ethylaminoprop-1-enyl)-4-fluorobenzene-sulfonylamino]-1,1a,2,7b-tetrahydro-cyclopropa[c]benzopyran-4-carboxylic acid C(C)NC\C=C/C1=C(C=CC(=C1)F)S(=O)(=O)NC1=C(C2=C([C@H]3[C@@H](CO2)C3)C=C1)C(=O)O